C1(CC1)C=1N=CN(C1)C1=CC(=CC2=C1C=C(O2)C(=O)Cl)F 4-(4-cyclopropyl-1H-imidazol-1-yl)-6-fluorobenzofuran-2-carbonyl chloride